4-(4-(4-(dimethylamino)but-2-enoylamino)-2-methylphenyl)-3-(4-(isobutylcarbamoyl)-3-methoxyphenyl)-5-methyl-1H-pyrrole-2-carboxamide CN(CC=CC(=O)NC1=CC(=C(C=C1)C=1C(=C(NC1C)C(=O)N)C1=CC(=C(C=C1)C(NCC(C)C)=O)OC)C)C